N1N=C(C=C1)N(C(C)=O)CC=1SC=CC1 N-(1H-pyrazol-3-yl)-N-(thiophen-2-ylmethyl)-acetamide